N-(3-Cyano-5-(3-fluorobenzyl)-4,5,6,7-tetrahydrothieno[3,2-c]pyridin-2-yl)-2-(1,1-dioxido-2,3-dihydrobenzo[d]isothiazol-5-yl)acetamid C(#N)C1=C(SC2=C1CN(CC2)CC2=CC(=CC=C2)F)NC(CC=2C=CC1=C(CNS1(=O)=O)C2)=O